6-chloro-8-isopropyl-2-methyl-imidazo[1,2-b]pyridazine ClC=1C=C(C=2N(N1)C=C(N2)C)C(C)C